6-(2-naphthylthio)bicyclo[2.2.1]heptane C1=C(C=CC2=CC=CC=C12)SC1CC2CCC1C2